2,3,3,4,4-Pentamethyl-2-phenylchromen-5-ol CC1(OC=2C=CC=C(C2C(C1(C)C)(C)C)O)C1=CC=CC=C1